FC1=C(C(=CC=C1)OC)NNC(C(=O)[O-])C(CC(=O)[O-])=O 2-(2-(2-fluoro-6-methoxyphenyl)hydrazino)-3-oxoglutarate